2-(2-(4-Fluorobenzyl)-2,6-dihydropyrrolo[3,4-c]pyrazol-5(4H)-yl)-N,N-dimethylpyrimidine-4-carboxamide FC1=CC=C(CN2N=C3C(=C2)CN(C3)C3=NC=CC(=N3)C(=O)N(C)C)C=C1